(2R)-3-((2S)-1-((3R,5S)-4-((S)-N,3-dimethyl-2-((S)-3-methyl-2-(methylamino)butyrylamino)-3-methoxy-5-methylheptyl)pyrrolidin-2-yl)-3-methoxy-2-methylpropanoyl)-L-phenylalanine CN([C@@H](CC1C[C@@H](NC1)C([C@@](COC)(C)C=1C=C(C[C@H](N)C(=O)O)C=CC1)=O)[C@@](C[C@H](CC)C)(OC)C)C([C@H](C(C)C)NC)=O